FC1=C(C=CC=C1)C1=NC=CC=C1N[C@H](C)C=1C=C(C=C2C(C(=C(OC12)C1=CC2=CN(N=C2C=C1)C)C)=O)C 8-[(1R)-1-[[2-(2-Fluorophenyl)-3-pyridyl]amino]ethyl]-3,6-dimethyl-2-(2-methylindazol-5-yl)chromen-4-one